1-Methyl-2-butylpyridinium triflat [O-]S(=O)(=O)C(F)(F)F.C[N+]1=C(C=CC=C1)CCCC